tert-butyl 4-(4-(((benzyloxy) carbonyl) amino) piperazin-1-yl)-3,3-difluoropiperidine-1-carboxylate C(C1=CC=CC=C1)OC(=O)NN1CCN(CC1)C1C(CN(CC1)C(=O)OC(C)(C)C)(F)F